2-(4'-Fluoro-2'-(4-methyl-4H-1,2,4-triazol-3-yl)-[1,1'-biphenyl]-3-yl)-5-(((3aR,6aS)-tetrahydro-2H-cyclopenta[d]oxazol-3(3aH)-yl)methyl)-7-(trifluoromethyl)benzo[d]oxazole FC1=CC(=C(C=C1)C1=CC(=CC=C1)C=1OC2=C(N1)C=C(C=C2C(F)(F)F)CN2CO[C@@H]1[C@H]2CCC1)C1=NN=CN1C